C(C(=O)O)(=O)O.FC1=CC=C(C=C1)C1(CCOC2(CCCC2)C1)CCNCC1=C(C=CC=C1)C1=CC=NC=C1 2-(9-(4-fluorophenyl)-6-oxaspiro[4.5]decan-9-yl)-N-(2-(pyridin-4-yl)benzyl)ethylamine monooxalate